6-methyl-5-{4-[methyl-(oxetan-4-yl)amino]-5h,6h,7h,8h-pyrido[3,4-d]pyrimidine-7-carbonyl}-N-(1-methylcyclopropyl)furo[2,3-d]pyrimidin-4-amine CC1=C(C2=C(N=CN=C2NC2(CC2)C)O1)C(=O)N1CC=2N=CN=C(C2CC1)N(C1CCO1)C